(2R,4R)-5-Biphenyl-4-yl-2-hydroxy-4-[(5-hydroxy-1H-[1,2,4]triazole-3-carbonyl)amino]-pentanoic acid ethyl ester C(C)OC([C@@H](C[C@@H](CC1=CC=C(C=C1)C1=CC=CC=C1)NC(=O)C1=NNC(=N1)O)O)=O